C(C(=C)C)(=O)OCC1C(CC(CC1)C)C 2,4-dimethylcyclohexylmethyl methacrylate